4-(((3S,4R)-1-((2-chloro-4-(trifluoromethyl)phenyl)sulfonyl)-4-hydroxy-4-(hydroxymethyl)pyrrolidin-3-yl)sulfonyl)-2-methylbenzonitrile ClC1=C(C=CC(=C1)C(F)(F)F)S(=O)(=O)N1C[C@@H]([C@@](C1)(CO)O)S(=O)(=O)C1=CC(=C(C#N)C=C1)C